NC=1C=NN(C1)C(C)C=1C(=NC(=NC1)N1C(C2CC2C1)=O)COC(C)(C)C 3-(5-(1-(4-amino-1H-pyrazol-1-yl)ethyl)-4-(tert-butoxymethyl)pyrimidin-2-yl)-3-azabicyclo[3.1.0]hexan-2-one